3,7-bis[4-(benzyloxy)-3-(trifluoromethyl)phenyl]-10-methylphenoxazine C(C1=CC=CC=C1)OC1=C(C=C(C=C1)C=1C=CC=2N(C3=CC=C(C=C3OC2C1)C1=CC(=C(C=C1)OCC1=CC=CC=C1)C(F)(F)F)C)C(F)(F)F